benzyl 4-(hydroxymethyl)-3,6-dihydropyridine-1(2H)-carboxylate OCC=1CCN(CC1)C(=O)OCC1=CC=CC=C1